tert-butyl 4-(7-chloro-2-(dimethylamino)-4-oxo-1,4-dihydropyrido[4,3-d]pyrimidin-3(2H)-yl)piperidine-1-carboxylate ClC1=CC=2NC(N(C(C2C=N1)=O)C1CCN(CC1)C(=O)OC(C)(C)C)N(C)C